Benzene-1,3-Disulfonyl Dichloride C1(=CC(=CC=C1)S(=O)(=O)Cl)S(=O)(=O)Cl